2-chloro-N,N-dimethyl-4-(4-methyl-5-(1-((R or S)-3,3,3-trifluoro-2-hydroxy-2-(3-methoxyphenyl)propanoyl)piperidin-4-yl)pentan-2-yloxy)benzamide ClC1=C(C(=O)N(C)C)C=CC(=C1)OC(C)CC(CC1CCN(CC1)C([C@@](C(F)(F)F)(C1=CC(=CC=C1)OC)O)=O)C |o1:25|